6-(3-methoxybenzyl)-4-methyl-4,6-dihydropyrazolo[3',4':4,5]pyrrolo[2,3-d]pyridazin-5(2H)-one COC=1C=C(CN2N=CC3=C(C2=O)N(C=2C3=NNC2)C)C=CC1